7-[4-methoxy-2-(1H-pyrazol-3-yl)-5-[(1S,2S,6R,8S)-2,9,9-trimethyl-3,5-dioxa-4-boratricyclo[6.1.1.02,6]decan-4-yl]phenyl]cinnolin-4-amine COC1=CC(=C(C=C1B1O[C@]2([C@@H]3C([C@H](C[C@H]2O1)C3)(C)C)C)C3=CC=C1C(=CN=NC1=C3)N)C3=NNC=C3